2-chloro-4-((4,4-difluorocyclohexyl)amino)pyrimidine-5-carboxylic acid ClC1=NC=C(C(=N1)NC1CCC(CC1)(F)F)C(=O)O